tert-butyl (1R,5S)-3-((S or R)-6-chloro-8-fluoro-2,7-bis(3-(Methoxymethoxy)naphthalen-1-yl)quinazolin-4-yl)-3,8-diazabicyclo[3.2.1]octane-8-carboxylate ClC=1C=C2C(=NC(=NC2=C(C1C1=CC(=CC2=CC=CC=C12)OCOC)F)C1=CC(=CC2=CC=CC=C12)OCOC)N1C[C@H]2CC[C@@H](C1)N2C(=O)OC(C)(C)C